FC1=CC=C(/C=C/C2=NC=C(C(=O)O)C=C2)C=C1 (E)-6-(4-fluoro-styryl)nicotinic acid